aluminum silicate [Si]([O-])([O-])([O-])[O-].[Al+3].[Si]([O-])([O-])([O-])[O-].[Si]([O-])([O-])([O-])[O-].[Al+3].[Al+3].[Al+3]